ClC=1C=C(CC=2NC=C(N2)C2=CC=CC3=CC=CC=C23)C=CC1Cl 2-(3,4-dichlorobenzyl)-4-(1-naphthyl)imidazole